trans-(6aR,12bS)-3,10,11-trimethoxy-2-methyl-5,6,6a,7,8,12b-hexahydrobenzo[a]phenanthridine COC1=CC=2CN[C@@H]3CCC4=C([C@H]3C2C=C1C)C=C(C(=C4)OC)OC